N=1C=CCCC1 5H-pyridine